C(C)(C)N1N=C(C2=NC(=CC(=C21)NCC=2C=NN(C2)C)C2=CC=CC=C2)C 1-isopropyl-3-methyl-N-[(1-methylpyrazol-4-yl)methyl]-5-phenyl-pyrazolo[4,3-b]pyridin-7-amine